C1OC2=C(SC=C2OC1)C1=CC=C(C=C1)C=1SC=C2C1OCCO2 1,4-bis-(2-(3,4-ethylenedioxy)thienyl)benzene